6-bromo-N-(1H-indol-3-yl)-1-methyl-indazole-3-carboxamide BrC1=CC=C2C(=NN(C2=C1)C)C(=O)NC1=CNC2=CC=CC=C12